CC1=CC=C(C=C1)C1=CC(=CC=C1)C(=O)O 4'-methyl-3-biphenyl-carboxylic acid